Nickel-cobalt phosphate P(=O)([O-])([O-])[O-].[Co+2].[Ni+2]